C(C(C)C)N1N=C2C(=N1)C=CC=C2Br 2-isobutyl-4-bromobenzotriazol